O1CCN(CC1)CC=O 2-(1,4-oxazinan-4-yl)acetaldehyde